COC(COC1=C(C=C(C(=O)OC)C=C1)C=O)OC methyl 4-(2,2-dimethoxyethoxy)-3-formylbenzoate